lithium hexafluorophosphate, Lithium salt [Li+].F[P-](F)(F)(F)(F)F.[Li+].F[P-](F)(F)(F)(F)F